Methyl (2-((5-(pyridin-4-yl)thiazolo[5,4-b]pyridin-2-yl)amino)pyridin-4-yl)carbamate N1=CC=C(C=C1)C1=CC=C2C(=N1)SC(=N2)NC2=NC=CC(=C2)NC(OC)=O